3-chloro-N-(4-chloro-2-methyl-6-(2-(thiophen-2-ylmethylene)hydrazine-1-carbonyl)phenyl)-5-(trifluoromethyl)picolinamide ClC=1C(=NC=C(C1)C(F)(F)F)C(=O)NC1=C(C=C(C=C1C(=O)NN=CC=1SC=CC1)Cl)C